2-((6-methoxy-2-(2-methoxyimidazo[2,1-b][1,3,4]thiadiazol-6-yl)pyrazolo[1,5-a]pyridin-4-yl)oxy)-N-phenylacetamide COC=1C=C(C=2N(C1)N=C(C2)C=2N=C1SC(=NN1C2)OC)OCC(=O)NC2=CC=CC=C2